S(=S)(=O)(OCCCCCCCCCCCCCCCCCC)[O-] octadecyl thiosulfate